C1(=CC=CC=C1)C=1C=CC=2N(C1CC(=O)NC1=CC=C(C=C1)B(O)O)C=NC2 (4-(2-(6-phenylimidazo[1,5-a]pyridin-5-yl)acetylamino)phenyl)boronic acid